N-[[3-[6-[6-(difluoromethyl)imidazo[1,2-b]pyridazin-3-yl]pyrimidin-4-yl]phenyl]methyl]methanesulfonamide FC(C=1C=CC=2N(N1)C(=CN2)C2=CC(=NC=N2)C=2C=C(C=CC2)CNS(=O)(=O)C)F